3-hydroxy-5-(5-(3-(trifluoromethoxy)phenyl)thiophen-2-yl)cyclohex-2-en-1-one OC1=CC(CC(C1)C=1SC(=CC1)C1=CC(=CC=C1)OC(F)(F)F)=O